4-cyclopropoxy-2-fluoro-nitrobenzene C1(CC1)OC1=CC(=C(C=C1)[N+](=O)[O-])F